FC=1C=C(C=CC1P(=O)(O)O)C(C(=O)N[C@@H]1B(OC2=C(C1)C=CC=C2C(=O)O)O)NC(=O)C=2N=NC=CN2 (3R)-3-(2-(3-fluoro-4-phosphonophenyl)-2-(1,2,4-triazine-3-carboxamido)acetamido)-2-hydroxy-3,4-dihydro-2H-benzo[e][1,2]oxaborinine-8-carboxylic acid